2-mercapto-1-methylbenzimidazole hydrofluoric acid salt F.SC1=NC2=C(N1C)C=CC=C2